CC1=C(C=CC(=N1)C1=NN2C(NC3=C(CC2)C=C(C=C3)N3CCNCC3)=C1C(=O)N)C(NC1=NC(=CC=C1)C)=O 2-(6-methyl-5-((6-methylpyridin-2-yl)carbamoyl)pyridin-2-yl)-7-(piperazin-1-yl)-9,10-dihydro-4H-benzo[d]pyrazolo[1,5-a][1,3]diazepine-3-carboxamide